Tributyl-(5-methyl-2-thienyl)stannane C(CCC)[Sn](C=1SC(=CC1)C)(CCCC)CCCC